C[C@H]1CCN(C=2C=C3C=CNC3=NC2O1)C1=C(C(=O)N)C=CC=C1 2-[(13S)-13-methyl-14-oxa-2,4,10-triazatricyclo[7.5.0.0^3,7]tetradeca-1(9),2,5,7-tetraen-10-yl]benzamide